C(C)(C)(C)N1N=C(C(=C1C)O)C1=C(C=C(C=C1C)C)C 1-(tert-butyl)-3-mesityl-5-methyl-pyrazole-4-ol